ClC1=C(C=CC(=C1)NC(=O)C=1[C@H]2CC[C@@H](C1C1=CC=NN1)O2)C2=CC=CC=C2 (1R,4S)-N-(2-chloro-[1,1'-biphenyl]-4-yl)-3-(1H-pyrazol-5-yl)-7-oxabicyclo[2.2.1]hept-2-ene-2-carboxamide